N-[3-[[(2'S,4R)-2-ethyl-2'-methyl-spiro[6,7-dihydrothieno[3,2-c]pyran-4,4'-piperidin]-1'-yl]methyl]cyclobutyl]-3,3-difluoro-cyclobutanecarboxamide C(C)C1=CC2=C(CCO[C@]23C[C@@H](N(CC3)CC3CC(C3)NC(=O)C3CC(C3)(F)F)C)S1